C(=O)O.NC1=NN=C(C2=CC(=CC=C12)C=1C=C(C=CC1OC)B(O)O)C [3-(1-AMINO-4-METHYLPHTHALAZIN-6-YL)-4-METHOXYPHENYL]BORONIC ACID FORMIC ACID SALT